1-(diethoxymethyl)-2-((4-(pyridin-4-yl)piperazin-1-yl)methyl)-1H-indole-3-carbonitrile C(C)OC(N1C(=C(C2=CC=CC=C12)C#N)CN1CCN(CC1)C1=CC=NC=C1)OCC